N1(CCOCC1)C(=O)C1=CC=C(C=C1)N1C(C(=CC1=O)C1=CC=CC=C1)=O 1-(4-(morpholine-4-carbonyl)phenyl)-3-phenyl-1H-pyrrole-2,5-dione